ammonium dicyanamide salt [N-](C#N)C#N.[NH4+]